C(CC)[Si](OC)(OC)OC propyl(trimethoxy)silane